CN(C)[S+](N(C)C)N(C)C.CC1=C(C=CC=C1)O 2-methylphenol tris(dimethylamino)sulfonium salt